BrC1=NC(=CC=C1)N1CC=CC1 2-bromo-6-(2,5-dihydro-1H-pyrrol-1-yl)pyridine